(S)-2-(4-(pyridin-4-yl)indoline-1-carbonyl)pyrrolidine-1-carbonitrile N1=CC=C(C=C1)C1=C2CCN(C2=CC=C1)C(=O)[C@H]1N(CCC1)C#N